[Li+].O1C(=NC=C1)C(=O)[O-] oxazole-2-carboxylic acid lithium salt